N-{[5-chloro-6-(2,4-diaza-2-indanyl)-2-indolyl]methyl}-1-pyrrolidinecarboxamide ClC=1C=C2C=C(NC2=CC1N1CC2=CC=CN=C2C1)CNC(=O)N1CCCC1